C(#N)CC=1C=C(C(=O)OC)C=CC1OC Methyl 3-(cyanomethyl)-4-methoxy-benzoate